1,2,3-triazolhydrazide N1N=NC(=C1)C(=O)NN